ethyl (Z)-3-((3-butyl-2-methyl-7-(methylthio)-1,1-dioxido-5-phenyl-2,3,4,5-tetrahydrobenzo[f][1,2,5]thiadiazepin-8-yl)oxy)-2-fluoroacrylate C(CCC)C1N(S(C2=C(N(C1)C1=CC=CC=C1)C=C(C(=C2)O\C=C(\C(=O)OCC)/F)SC)(=O)=O)C